(4-amino-1-tert-butyl-pyrazolo[3,4-d]pyrimidin-3-yl)-N-butyl-1H-indole-2-carboxamide NC1=C2C(=NC=N1)N(N=C2N2C(=CC1=CC=CC=C21)C(=O)NCCCC)C(C)(C)C